[[(7R)-8-cyclopentyl-7-ethyl-5-methyl-6-oxo-7H-pteridin-2-yl]amino]-3-methoxy-N-[5-(4-piperidyloxy)pentyl]benzamide C1(CCCC1)N1[C@@H](C(N(C=2C=NC(=NC12)NC1=C(C(=O)NCCCCCOC2CCNCC2)C=CC=C1OC)C)=O)CC